N-[(3-nitro-4-{[4-(oxetan-3-yl)piperazin-1-yl]amino}phenyl)sulfonyl]-2-(1H-pyrrolo[2,3-b]pyridin-5-yloxy)benzamide [N+](=O)([O-])C=1C=C(C=CC1NN1CCN(CC1)C1COC1)S(=O)(=O)NC(C1=C(C=CC=C1)OC=1C=C2C(=NC1)NC=C2)=O